ClC1=C(C=NN(C1=O)C)N[C@@H]1C[C@@H](CN(C1)C)C1=CC=C(C(=O)N2CCC3(CC2)CCN(CC3)C3=CC=C(C=C3)CN3C(NC(CC3)=O)=O)C=C1 1-[[4-[3-[4-[(3R,5R)-5-[(5-chloro-1-methyl-6-oxo-pyridazin-4-yl)amino]-1-methyl-3-piperidyl]benzoyl]-3,9-diazaspiro[5.5]undecan-9-yl]phenyl]methyl]hexahydropyrimidine-2,4-dione